(S)-3-((3,5-DIMETHYLBENZYL)AMINO)-N-(IMIDAZO[1,5-A]PYRIDIN-6-YLMETHYL)-4-OXO-4,6,7,8-TETRAHYDROPYRROLO[1,2-A]PYRIMIDINE-6-CARBOXAMIDE CC=1C=C(CNC2=CN=C3N(C2=O)[C@@H](CC3)C(=O)NCC=3C=CC=2N(C3)C=NC2)C=C(C1)C